C(C(C)C)C1=C(C(=CC(=C1)CC(C)C)CC(C)C)N=C=N 2,4,6-triisobutyl-phenyl-carbodiimide